N[C@@H]1C2=CC=CC=C2CC12CCN(CC2)C=2N=CC(=NC2CO)C#CC(O)C2=CC=CC=C2 3-(5-((S)-1-amino-1,3-dihydrospiro[indene-2,4'-piperidin]-1'-yl)-6-(hydroxymethyl)pyrazin-2-yl)-1-phenylprop-2-yn-1-ol